N,N,N',N'-tetrakis([1,1'-biphenyl]-4-yl)[1,1':4',1''-terphenyl]-4,4''-diamine C1(=CC=C(C=C1)N(C1=CC=C(C=C1)C1=CC=C(C=C1)C1=CC=C(C=C1)N(C1=CC=C(C=C1)C1=CC=CC=C1)C1=CC=C(C=C1)C1=CC=CC=C1)C1=CC=C(C=C1)C1=CC=CC=C1)C1=CC=CC=C1